ClC=1C=C(C=CC1)CCN1C[C@H](NCC1)COC1=CC=C(C=C1)S(=O)(=O)C (S)-1-(3-chlorophenyl-ethyl)-3-((4-(methylsulfonyl)phenoxy)methyl)piperazine